ClC=1C(NC=2C=C(C=NC2C1C)CN1CC(C(=CC1)C=1C=NC(=CC1)C(=O)NC)C)=O 1'-((7-chloro-8-methyl-6-oxo-5,6-dihydro-1,5-naphthyridin-3-yl)methyl)-N,3'-dimethyl-1',2',3',6'-tetrahydro-[3,4'-bipyridin]-6-carboxamide